CC1(OB(OC1(C)C)C1=CC=C(C=C1)C1=NC2=C3N=CC=CC3=CC=C2C=C1)C 2-(4-(4,4,5,5-tetramethyl-1,3,2-dioxaborolan-2-yl)phenyl)-1,10-phenanthroline